C(#N)C1=CC(=C(C=C1)C1(OC2=C(O1)C=CC=C2C2CCN(CC2)CC2=NC1=C(N2CC=2OC=CN2)C=CC=C1)C)F 2-({4-[2-(4-Cyano-2-fluorophenyl)-2-methyl-1,3-benzodioxol-4-yl]piperidin-1-yl}methyl)-1-(1,3-oxazol-2-ylmethyl)-1H-benzimidazol